ClC1=C(C=CC=C1)NC(=S)NC1=C(C=CC=C1)Cl 1,3-bis-(2-chlorophenyl)-thiourea